(S)-3-((2-Chloro-5-(2-(trifluoromethyl)thiazol-4-yl)pyridin-4-yl)amino)butan-1-ol ClC1=NC=C(C(=C1)N[C@H](CCO)C)C=1N=C(SC1)C(F)(F)F